C1(=CC=C(C=C1)N1C(SCC1=O)=N)C1=CC=CC=C1 3-([1,1'-biphenyl]-4-yl)-2-iminothiazolidin-4-one